C(C)(C)N1N=C(C=C1C1[C@H]2CC(C[C@@H]12)N1C[C@@]2(CCS(C2)(=O)=O)CCC1)C(F)(F)F (s)-7-((1R,3s,5S,6r)-6-(1-Isopropyl-3-(trifluoromethyl)-1H-pyrazol-5-yl)bicyclo[3.1.0]hexan-3-yl)-2-thia-7-azaspiro[4.5]decane 2,2-dioxide